FC(CC=1C(NC=CC1)=O)(F)F (2,2,2-trifluoroethyl)pyridin-2-one